5-Amino-3-[5-[2-[(5-tert-butylisothiazol-3-yl)amino]-2-oxo-ethyl]-2-pyridyl]-1-isopropyl-pyrazole-4-carboxamide NC1=C(C(=NN1C(C)C)C1=NC=C(C=C1)CC(=O)NC1=NSC(=C1)C(C)(C)C)C(=O)N